BrC1=CC=C(C=C1)C1=NC2=CC(=CC=C2C(=C1)C(=O)N1CCOCC1)Cl (2-(4-bromophenyl)-7-chloroquinolin-4-yl)(morpholinyl)methanone